N1=CC=CC2=CC=CC(=C12)CCNC1=CC=NC=N1 6-((2-(quinolin-8-yl)ethyl)amino)pyrimidin